6-chloro-N-(2,6-difluorophenyl)-3-isopropylimidazo[1,2-b]pyridazin-8-amine ClC=1C=C(C=2N(N1)C(=CN2)C(C)C)NC2=C(C=CC=C2F)F